2-Fluoro-1-propen-1,3-sultone FC1=CS(=O)(=O)OC1